4-{[(2-Chloro-5-{1-[2-chloro-4-(1,1,1,2,3,3,3-heptafluoropropan-2-yl)-6-(trifluoromethoxy)phenyl]-1H-pyrazol-4-yl}benzoyl)(1-cyanocyclopropyl)amino]methoxy}-4-oxobutanoic acid ClC1=C(C(=O)N(C2(CC2)C#N)COC(CCC(=O)O)=O)C=C(C=C1)C=1C=NN(C1)C1=C(C=C(C=C1OC(F)(F)F)C(C(F)(F)F)(C(F)(F)F)F)Cl